Tert-Butyl 3-((2-((5-methylthiazol-2-yl)amino)-6-(morpholine-4-carbonyl)pyrimidin-4-yl)amino)pyrrolidine-1-carboxylate CC1=CN=C(S1)NC1=NC(=CC(=N1)NC1CN(CC1)C(=O)OC(C)(C)C)C(=O)N1CCOCC1